N1=C(C=CC=C1)C1=NC=CC=C1.N1=C(C=CC=C1)C1=NC=CC=C1.N1=C(C=CC=C1)C1=NC=CC=C1.[Ru+2] ruthenium (II) tris(2,2'-bipyridine)